2,3-dihydrobenzo[d]thiazole-6-carboxylic acid ethyl ester C(C)OC(=O)C1=CC2=C(NCS2)C=C1